7-allyl-2-(cyclopentylamino)-3-ethyl-3,7-dihydro-4H-pyrrolo[2,3-d]pyrimidin-4-one C(C=C)N1C=CC2=C1N=C(N(C2=O)CC)NC2CCCC2